3-(2-Aminoethyl)-6-{5-chloro-2-[(oxan-4-yl)amino]pyrimidin-4-yl}-2-[2-oxo-2-(2,3,4,5-tetrahydro-1H-3-benzazepin-3-yl)ethyl]-2,3-dihydro-1H-isoindol-1-on NCCC1N(C(C2=CC(=CC=C12)C1=NC(=NC=C1Cl)NC1CCOCC1)=O)CC(N1CCC2=C(CC1)C=CC=C2)=O